FC1=C(C=CC2=C1N(C(=N2)C)C(C)C)C2=CNC=1N=CN=CC12 5-(7-fluoro-1-isopropyl-2-methyl-1H-benzo[d]imidazol-6-yl)-7H-pyrrolo[2,3-d]pyrimidine